C[NH+](C)CCC[C@]1(C2=C(CO1)C=C(C=C2)C#N)C3=CC=C(C=C3)F The molecule is a 3-[5-cyano-1-(4-fluorophenyl)-1,3-dihydro-2-benzofuran-1-yl]-N,N-dimethylpropan-1-aminium resulting from the protonation of the tertiary amino group of (R)-citalopram. It is a conjugate acid of a (R)-citalopram. It is an enantiomer of an escitalopram(1+).